ClC1=CC2=C(C3=CC=CC=C3C(=C2C=C1)OCCCCC(=O)OCCCC)OCCCCC(=O)OCCCC 2-chloro-9,10-bis(n-butoxycarbonylbutyleneoxy)anthracene